N-[2-[tert-butyl(dimethyl)silyl]oxy-4-(6-chloro-2-fluoro-3-pyridyl)-4-hydroxy-butyl]carbamic acid tert-butyl ester C(C)(C)(C)OC(NCC(CC(O)C=1C(=NC(=CC1)Cl)F)O[Si](C)(C)C(C)(C)C)=O